Cl.C(C1=CC=CC=C1)OC1=C(C=CC(=C1)C(F)(F)F)C=1C=2N(C(=NN1)NC1CNCCC1)C=CC2 1-(2-(benzyloxy)-4-(trifluoromethyl)phenyl)-N-(piperidin-3-yl)pyrrolo[1,2-d][1,2,4]triazin-4-amine hydrochloride